COC=1C(=NC=C(C1)C=O)C=1C=NC=CC1 methoxy-[2,3'-bipyridine]-5-carbaldehyde